methoxypiperazineamide COC1N(CCNC1)C(=O)N